C[Si]([O-])(C)C trimethyl-silanolate